Cl.C(C1=CC=CC=C1)[C@@](C(=O)O)(CC1=CC(=CC=C1)S(=O)(=O)C)N benzyl-(2s)-2-amino-3-(3-(methylsulfonyl)phenyl)propionic acid hydrochloride